C1(=CC=C(C=C1)N(C1=CC=2C(C3=CC=CC=C3C2C=C1)(C)C)C=1C=C(C=C(C1)C1=CC(=CC(=C1)C(C)(C)C)C(C)(C)C)C1=CC(=CC(=C1)C(C)(C)C)C(C)(C)C)C1=CC=CC=C1 N-(biphenyl-4-yl)-N-(3,3'',5,5''-tetra-t-butyl-1,1':3',1''-terphenyl-5'-yl)-9,9-dimethyl-9H-fluoren-2-amine